C1(=CC=CC=C1)[C@@H]1OC2(O[C@H]1C1=CC=CC=C1)[C@@H]1CC[C@](C2)(C1)CO ((1R,4R,4'S,5'S)-4',5'-diphenylspiro[bicyclo[2.2.1]heptane-2,2'-[1,3]dioxolane]-4-yl)methanol